2-methylpyridine-4-carbonitrile CC1=NC=CC(=C1)C#N